di-tert-butyl (2S,4S)-4-((4-phenoxybenzoyl)oxy)pyrrolidine-1,2-dicarboxylate O(C1=CC=CC=C1)C1=CC=C(C(=O)O[C@H]2C[C@H](N(C2)C(=O)OC(C)(C)C)C(=O)OC(C)(C)C)C=C1